C[Si]1(O[Si](O[Si](O[Si](O[Si](O[Si](O1)(C)C)(C)C)(C)C)(C)C)(C)C)C Dodecamethylcyclohexasiloxan